[OH-].OCC(C[NH3+])(CC)CO (2,2'-dihydroxymethylbutyl)ammonium hydroxide